N-(1-(3-chloro-2-fluorophenyl)but-3-en-1-yl)cyclopropylamine ClC=1C(=C(C=CC1)C(CC=C)NC1CC1)F